N'-((1',5',6',7'-tetrahydro-2'H-spiro[cyclopropan-1,3'-dicyclopenta[b,e]pyridin]-8'-yl)carbamoyl)-1H-pyrazole-3-sulfonimidamide C1CC2(C3=NC4=C(C(=C31)NC(=O)N=S(=O)(N)C3=NNC=C3)CCC4)CC2